C(C1=CN=CC=C1)(=O)C1CN(CC1)C=C 3-nicotinoyl-1-vinyl-pyrrolidine